di(p-hydroxyphenyl)carbodiimide OC1=CC=C(C=C1)N=C=NC1=CC=C(C=C1)O